CO\N=C(/C)\C1=NNC(=N1)C1=C(C2=NC(=C(C=C2N1C)Cl)OC)N1C=NC=C1 (E)-1-(5-(6-chloro-3-(1H-imidazol-1-yl)-5-methoxy-1-methyl-1H-pyrrolo[3,2-b]-pyridin-2-yl)-1H-1,2,4-triazol-3-yl)ethan-1-one O-methyl oxime